COCOC=1C=C(C=CC1OCOC)/C=C/C=1SC2=C(N1)C=C(C(=C2)C(COC2=C(C=CC(=C2)C)S(=O)(=O)OCC)NC)C Ethyl (E)-2-(2-(2-(3,4-di(methoxymethoxy)phenylvinyl)-5-methylbenzothiazol-6-yl)(methyl)aminoethoxy)4-methylbenzenesulfonate